C(C)OC(=O)C=1N=C(SC1)NC=1N=NC(=C(C1C)C)NC=1SC2=C(N1)C=CC=C2 2-({6-[(1,3-benzothiazol-2-yl)amino]-4,5-dimethylpyridazin-3-yl}amino)-1,3-thiazole-4-carboxylic acid ethyl ester